(2RS,3SR)-2-(2,4-difluorophenyl)-3-(pyrimidin-4-yl)-1-(1H-1,2,4-triazol-1-yl)butan-2-ol FC1=C(C=CC(=C1)F)[C@@](CN1N=CN=C1)([C@@H](C)C1=NC=NC=C1)O |r|